CC=1C(=C(C=CC1)CC(=O)[O-])C(NC=1SC(=CN1)[N+](=O)[O-])=O 3-methyl-2-((5-nitrothiazol-2-yl)carbamoyl)phenylacetate